ClC1=C2C(=CNC2=C(C=C1)NS(=O)(=O)C=1C=NN(C1)CCC(C)(C)O)C#N N-(4-chloro-3-cyano-1H-indol-7-yl)-1-(3-hydroxy-3,3-dimethyl-propyl)pyrazole-4-sulfonamide